Tert-butyl-(3S)-3-[(1R)-1-[(3-aminophenyl)methyl]-2-tert-butoxy-2-oxoethyl]pyrrolidine C(C)(C)(C)N1C[C@@H](CC1)[C@H](C(=O)OC(C)(C)C)CC1=CC(=CC=C1)N